The molecule is a HEPES that is ethanesulfonic acid in which one of the methyl hydrogens is replaced by a 4-(2-hydroxyethyl)piperazin-1-yl group. A Good's buffer substance, pKa = 7.55 at 20 ℃. It is a HEPES and an organosulfonic acid. It is a conjugate acid of a 2-[4-(2-hydroxyethyl)piperazin-1-yl]ethanesulfonate. It is a tautomer of a 2-[4-(2-hydroxyethyl)piperazin-4-ium-1-yl]ethanesulfonate. C1CN(CCN1CCO)CCS(=O)(=O)O